C(C=C)(=O)[W].[W] tungsten alloyl-tungsten